CN1C(C(=C(C=C1C)[O-])NC(N[C@@H](CC(=O)[O-])C=1C=C(C=C(C1)OC)C1=CC(=CC=C1)OC(F)(F)F)=O)=O.[Na+].[Na+] sodium (S)-3-(3-(1,6-dimethyl-4-oxido-2-oxo-1,2-dihydropyridin-3-yl)ureido)-3-(5-methoxy-3'-(trifluoromethoxy)biphenyl-3-yl)propanoate